C(C1=CC=CC=C1)OC(=O)N[C@@H]1CN([C@H](C=CC1)C)C(=O)OCC1=CC=CC=C1 benzyl (3s,7s)-3-(((benzyloxy) carbonyl) amino)-7-methyl-2,3,4,7-tetrahydro-1H-azepine-1-carboxylate